[NH4+].[Fe+2] iron-ammonium salt